[I].CC1=NC2=CC=CC=C2C(=C1)C1=CC(=CC=C1)C=O methyl-4-(3-formyl-phenyl)quinoline iodine salt